C(N)(=N)C=1C=C(SC1)CNC(=O)[C@H]1N(CC2(OCCO2)C1)C(CNC(C1=CC=C(C=C1)C=1C=C2C=NN(C2=CC1)C)=O)=O (S)-N-((4-carbamimidoylthiophen-2-yl)methyl)-7-((4-(1-methyl-1H-indazol-5-yl)benzoyl)glycyl)-1,4-dioxa-7-azaspiro[4.4]nonane-8-carboxamide